CCC(=O)C1=CC=CC=C1 methyl-o-acetophenone